N1(CCOCC1)C=1C=CC(=NC1CN1CCCC1)NC1=CC2=C(C=N1)SC(=N2)C=2C=NN(C2)C(C)C 5-(Morpholin-4-yl)-N-{2-[1-(propan-2-yl)-1H-pyrazol-4-yl]-[1,3]thiazolo[5,4-c]pyridin-6-yl}-6-[(pyrrolidin-1-yl)methyl]pyridin-2-amine